OC=1C=C2C(C=C(OC2=CC1O)C1=CC=C(C=C1)O)=O 6,7,4'-trihydroxyflavone